N-(5-(2-((1S,4R)-2-azabicyclo[2.2.1]heptan-2-yl)acetamido)-2-methylpyridin-3-yl)-4-methoxy-6-(1-methyl-1H-pyrazol-4-yl)pyrazolo[1,5-a]pyrazine-3-carboxamide [C@H]12N(C[C@H](CC1)C2)CC(=O)NC=2C=C(C(=NC2)C)NC(=O)C=2C=NN1C2C(=NC(=C1)C=1C=NN(C1)C)OC